4-(6-(2-Hydroxyethoxy)-2-(4-methoxy-3-propoxyphenyl)pyrimidin-4-yl)-1,2-oxaborolan-2-ol OCCOC1=CC(=NC(=N1)C1=CC(=C(C=C1)OC)OCCC)C1CB(OC1)O